(1R,6R)-4'-butyl-2',6'-dihydroxy-6-(prop-1-en-2-yl)-1,4,5,6-tetrahydro-[1,1'-biphenyl] C(CCC)C1=CC(=C(C(=C1)O)[C@@H]1C=CCC[C@H]1C(=C)C)O